C(C=C)(=O)O propan-2-enoic acid